Methyl (3S)-3-((2S,4R)-4-hydroxy-1-(3-methyl-2-(3-methylisoxazol-5-yl)butanoyl)pyrrolidine-2-carboxamido)-3-(4-(4-methylthiazol-5-yl)phenyl)propanoate O[C@@H]1C[C@H](N(C1)C(C(C(C)C)C1=CC(=NO1)C)=O)C(=O)N[C@@H](CC(=O)OC)C1=CC=C(C=C1)C1=C(N=CS1)C